C12C(CC(CC1)CC2)=O bicyclo[2.2.2]octane-2-one